Iridium-Oxid [Ir]=O